(2-aminoethyl)-2-methoxyphenol NCCC=1C(=C(C=CC1)O)OC